fluoraluminium silicate [Si]([O-])([O-])([O-])[O-].[F+]1[AlH]C=CC=C1.[F+]1[AlH]C=CC=C1.[F+]1[AlH]C=CC=C1.[F+]1[AlH]C=CC=C1